(1s,3s)-3-((5-(3-fluoroimidazo[1,2-a]pyridin-6-yl)-7H-pyrrolo[2,3-d]pyrimidin-2-yl)amino)-1-methylcyclobutan-1-ol FC1=CN=C2N1C=C(C=C2)C2=CNC=1N=C(N=CC12)NC1CC(C1)(O)C